cyclopropyl(2-(5-((2,4-dimethoxybenzyl)amino)-7-methoxy-[1,2,4]triazolo[1,5-c]quinazolin-2-yl)ethyl)(imino)-λ6-sulfanone C1(CC1)S(=O)(=N)CCC1=NN2C(=NC=3C(=CC=CC3C2=N1)OC)NCC1=C(C=C(C=C1)OC)OC